ClC(C)OC(=O)ON1C(CC(CC1(CC)CC)=CC(=O)[O-])(CC)CC 2-(1-(((1-chloroethoxy)carbonyl)oxy)-2,2,6,6-tetraethylpiperidin-4-ylidene)acetate